C(N)(OC1CC(N(CC1)CC(=O)NC1=CC2=C(OCO2)C=C1C(C)=O)C(C)(C)C)=O (tert-butyl 1-(2-((6-acetylbenzo[d][1,3]dioxol-5-yl) amino)-2-oxoethyl) piperidin-4-yl) carbamate